N6-[(5-chlorothien-3-yl)methyl]adenosine tert-butyl-(8-(3-(benzyloxy)-2,6-dimethylphenyl)-6-(3,6-dihydro-2H-pyran-4-yl)pyrido[3,4-d]pyrimidin-4-yl)(2,4-dimethoxybenzyl)carbamate C(C)(C)(C)C(C1=C(C=C(C=C1)OC)OC)N(C(=O)OC[C@@H]1[C@H]([C@H]([C@@H](O1)N1C=NC=2C(NCC3=CSC(=C3)Cl)=NC=NC12)O)O)C=1C2=C(N=CN1)C(=NC(=C2)C=2CCOCC2)C2=C(C(=CC=C2C)OCC2=CC=CC=C2)C